2,6-dichloro-3-(cyclopropyl-(hydroxy)methyl)-4-fluorobenzonitrile ClC1=C(C#N)C(=CC(=C1C(O)C1CC1)F)Cl